tert-butyl (2S,4Z)-2-[[tert-butyl(dimethyl)silyl]oxymethyl]-4-[(4,4,5,5-tetramethyl-1,3,2-dioxaborolan-2-yl)methylene]pyrrolidine-1-carboxylate [Si](C)(C)(C(C)(C)C)OC[C@H]1N(C\C(\C1)=C/B1OC(C(O1)(C)C)(C)C)C(=O)OC(C)(C)C